1,1'-((dimethylsilanediyl)bis(oxy))bis(2-methylpropan-2-amine) C[Si](OCC(C)(N)C)(OCC(C)(N)C)C